4-(5-hydroxy-7-methoxy-4-oxo-2,3-dihydro-4H-chromen-2-yl)phenolate OC1=C2C(CC(OC2=CC(=C1)OC)C1=CC=C(C=C1)[O-])=O